Fluorooxylamine FON